N-[3-[2-(difluoromethoxy)-5-isopropylsulfanyl-phenyl]-1-[2-[4-(6,8-dihydro-5H-imidazo[1,5-a]pyrazin-7-yl)-1-piperidyl]-2-oxo-ethyl]pyrazol-4-yl]pyrazolo[1,5-a]pyrimidine-3-carboxamide FC(OC1=C(C=C(C=C1)SC(C)C)C1=NN(C=C1NC(=O)C=1C=NN2C1N=CC=C2)CC(=O)N2CCC(CC2)N2CC=1N(CC2)C=NC1)F